Cl[Sn](CCF)(Cl)Cl trichloro(2-fluoroethyl)stannane